C1(=CC(=CC=C1)C1=NC=CC(=C1)C(C)(C)C)C1=CC=CC=C1 2-(biphenyl-3-yl)-4-tertbutylpyridin